BrC1=C2C(=NN(C2=CC(=C1CBr)[N+](=O)[O-])CC(F)F)F 4-bromo-5-(bromomethyl)-1-(2,2-difluoroethyl)-3-fluoro-6-nitroindazole